6-fluoro-4-methoxy-2-vinylquinazoline FC=1C=C2C(=NC(=NC2=CC1)C=C)OC